C1=C(C=CC=2SC3=C(C21)C=CC=C3)C=3C=CC=2N(C1=CC=CC=C1C2C3)C=3C=C(C=CC3)C3=CC2=CC=CC=C2C=C3 3-(dibenzothiophene-2-yl)-9-(2-naphthylbenzene-3-yl)-9H-carbazole